CC=1N(C(=CC1)C)C=1C(=NC(=CC1)O)C(=O)N (2,5-dimethylpyrrol-1-yl)-6-hydroxy-pyridine-2-carboxamide